Methyl 1-(1-(tert-butoxycarbonyl)-3-methylazetidin-3-yl)-4-((1-methylpiperidin-4-yl)amino)-6-oxo-1,6-dihydropyridine-3-carboxylate C(C)(C)(C)OC(=O)N1CC(C1)(C)N1C=C(C(=CC1=O)NC1CCN(CC1)C)C(=O)OC